FC=1C=C(C=CC1)C#CC=1C=C2CC[C@H](C2=CC1)N1C[C@@H](CCC1)C(=O)OC |&1:14| racemic-methyl (3R)-1-(5-((3-fluorophenyl)ethynyl)-2,3-dihydro-1H-inden-1-yl)-piperidine-3-carboxylate